(4-((6,7-bis(2-methoxyethoxy)quinazolin-4-yl)oxy)-2,6-difluorophenyl)-N-(3-methyl-5-(trifluoromethyl)phenyl)-2-oxoacetamide COCCOC=1C=C2C(=NC=NC2=CC1OCCOC)OC1=CC(=C(C(=C1)F)C(C(=O)NC1=CC(=CC(=C1)C(F)(F)F)C)=O)F